4-(3-fluoro-5-(4,4,5,5-tetramethyl-1,3,2-dioxaborolan-2-yl)phenyl)morpholine FC=1C=C(C=C(C1)B1OC(C(O1)(C)C)(C)C)N1CCOCC1